FC=1C(=C(C=C(C1)CC(C)C)N1CCN(CC1)CC1=NC=CC(=C1)C(F)(F)F)C=1N=NNN1 1-[3-fluoro-5-isobutyl-2-(2H-tetrazol-5-yl)phenyl]-4-[[4-(trifluoromethyl)-2-pyridyl]methyl]piperazine